OC1=C(C=CC=C1)C1=C(C=CC2=CC=CC=C12)NC(C1=CC=CC=C1)=O (R)-N-(1-(2-hydroxyphenyl)naphthalen-2-yl)benzamide